1-methyl-1-butenyl-benzene CC1(CC=CC=C1)C=CCC